ClC1=CC2=C(N=CN(C2=O)CC2(CCN(CC2)C(=O)C2=CN=C(O2)C2CC2)O)N1C1=CC=C(C=C1)C1CC1 6-Chloro-3-((1-(2-cyclopropyloxazole-5-carbonyl)-4-hydroxypiperidin-4-yl)methyl)-7-(4-cyclopropylphenyl)-3H-pyrrolo[2,3-d]pyrimidin-4(7H)-one